BrC(O)C12CC3CC(CC(C1)(C3)C)(C2)C bromo-5,7-dimethyl-1-adamantyl-methanol